(3aR,7aS)-1-cyclopropyl-3-methyloctahydro-2H-imidazo[4,5-c]pyridin-2-one C1(CC1)N1C(N([C@@H]2CNCC[C@@H]21)C)=O